ClC1=C(C2=NC(=NC=3NC4C(CCCC4OC(=N1)C23)O)SC)F 5-chloro-4-fluoro-2-(methylthio)-7a,8,10,11,11a,12-hexahydro-9H-7-oxa-1,3,6,12-tetraazapleiaden-11-ol